ClC=1C=C2C=NC(=NC2=CC1C1CC12CCC2)NC=2C=NN(C2Cl)C2CCN(CC2)C2(COC2)C 6-chloro-N-{5-chloro-1-[1-(3-methyloxetan-3-yl)piperidin-4-yl]-1H-pyrazol-4-yl}-7-(spiro[2.3]hexan-1-yl)quinazolin-2-amine